4-(5-hydroxy-1-(5-(S-methylsulfonimidoyl)pyridin-2-yl)-1H-pyrazol-4-yl)benzonitrile (Formate) C(=O)O.OC1=C(C=NN1C1=NC=C(C=C1)S(=O)(=N)C)C1=CC=C(C#N)C=C1